(E)-1-(4-hydroxyphenyl)-3-(4-(piperidin-1-yl)phenyl)prop-2-en-1-one trans-methyl-3-hydroxycyclobutane-1-carboxylate COC(=O)[C@@H]1C[C@H](C1)O.OC1=CC=C(C=C1)C(\C=C\C1=CC=C(C=C1)N1CCCCC1)=O